(R)-6-(2-hydroxy-2-methylpropoxy)-4-(6-(4-(2-hydroxy-2-phenylacetyl)piperazin-1-yl)pyridin-3-yl)pyrazolo[1,5-a]pyridine-3-carbonitrile OC(COC=1C=C(C=2N(C1)N=CC2C#N)C=2C=NC(=CC2)N2CCN(CC2)C([C@@H](C2=CC=CC=C2)O)=O)(C)C